3-{[(1s,4s)-4-{[6-chloro-2-(trifluoromethyl)quinolin-4-yl]amino}cyclohexyl]carbamoyl}phenyl propanoate C(CC)(=O)OC1=CC(=CC=C1)C(NC1CCC(CC1)NC1=CC(=NC2=CC=C(C=C12)Cl)C(F)(F)F)=O